C(C)OC([C@H](CC(=O)C1=C(C=CC=C1)N)N)=O (S)-2-amino-4-(2-aminophenyl)-4-oxobutanoic acid ethyl ester